NCC[As](CCN)CCN tris(aminoethyl)arsine